2-((1-(bromomethyl)cyclopropyl)methyl)thiophene lithium [Li].BrCC1(CC1)CC=1SC=CC1